Cl.NCC#CC1=CC=C(O1)C(=O)NCCCCCCCCNC(C[C@H]1C=2N(C3=C(C(=N1)C1=CC=C(C=C1)Cl)C(=C(S3)C)C)C(=NN2)C)=O (S)-5-(3-aminoprop-1-yn-1-yl)-N-(8-(2-(4-(4-chlorophenyl)-2,3,9-trimethyl-6H-thieno[3,2-f][1,2,4]triazolo[4,3-a][1,4]diazepin-6-yl)acetamido)octyl)furan-2-carboxamide hydrochloride